S1C(=NC2=C1C=CC=C2)C=2C=NNC2C2=C(C=C(C=C2)O)O 4-[4-(1,3-benzothiazol-2-yl)-1H-pyrazol-5-yl]benzene-1,3-diol